[4-(4-methoxypyrimidin-2-yl)piperidine-1-carbonyl]-6-methyl-N-(1-methylcyclopropyl)furo[2,3-d]pyrimidin-4-amine COC1=NC(=NC=C1)C1CCN(CC1)C(=O)C=1N=C(C2=C(N1)OC(=C2)C)NC2(CC2)C